C(CC)P(C(CCC)CCC)C(CCC)CCC 1-propyl-di-(4-heptyl)phosphine